N-(2,2-Dimethyl-6-(1,4,6,7-tetrahydro-5H-imidazo[4,5-c]pyridin-5-yl)-2,3-dihydrobenzofuran-5-yl)pyrazolo[1,5-a]pyrimidine-3-carboxamide CC1(OC2=C(C1)C=C(C(=C2)N2CC1=C(CC2)NC=N1)NC(=O)C=1C=NN2C1N=CC=C2)C